CC1=CC=CC=2N1N=CC2C=O (7-methylpyrazolo[1,5-a]pyridin-3-yl)methanone